OC=1C=C(C=CC1O)CCO 2-(3,4-Dihydroxyphenyl)ethanol